N-azidoacetyl-D-galactosamine N(=[N+]=[N-])CC(=O)N[C@H]1C(O)O[C@@H]([C@@H]([C@@H]1O)O)CO